4-(benzofuran-3-yl)piperazinecarboxylic acid ethyl ester C(C)OC(=O)N1CCN(CC1)C1=COC2=C1C=CC=C2